2-(N2-(2-azidoacetyl)-N6-(t-butoxycarbonyl)-L-lysyl)-N6-((benzyloxy)carbonyl)-L-lysine tert-butyl ester C(C)(C)(C)OC([C@@](N)(CCCCNC(=O)OCC1=CC=CC=C1)C([C@@H](NC(CN=[N+]=[N-])=O)CCCCNC(=O)OC(C)(C)C)=O)=O